3,5-dibromobenzyl cyanide BrC=1C=C(CC#N)C=C(C1)Br